N-methyl-N-[(2-thioxo-1,2-dihydropyridin-3-yl)carbonyl]glycine CN(CC(=O)O)C(=O)C=1C(NC=CC1)=S